methyl (S)-3'-ethyl-1-oxo-5-(((trifluoromethyl)sulfonyl) oxy)-3,4,5',6',7',8'-hexahydro-1H-[2,5'-biisoquinoline]-7-carboxylate C(C)C=1N=CC=2CCC[C@@H](C2C1)N1C(C2=CC(=CC(=C2CC1)OS(=O)(=O)C(F)(F)F)C(=O)OC)=O